C(C)(C)(C)OC(NC1C(N(C(C(C1)C1=CC=CC=C1)C)CCOCCCO)=O)=O N-[1-[2-(3-hydroxypropoxy)ethyl]-6-methyl-2-oxo-5-phenyl-3-piperidinyl]carbamic acid tert-butyl ester